pentaldehyde C(CCCC)=O